(S)-2-((3-(1-([1,1'-biphenyl]-4-yl)-5-((carboxymethyl)carbamoyl)-2-oxo-1,2-dihydro-3H-imidazo[4,5-b]pyridin-3-yl)pyrrolidin-1-yl)methyl)-1-methyl-1H-imidazole-5-carboxylic acid C1(=CC=C(C=C1)N1C(N(C2=NC(=CC=C21)C(NCC(=O)O)=O)[C@@H]2CN(CC2)CC=2N(C(=CN2)C(=O)O)C)=O)C2=CC=CC=C2